(7R,14R)-1-(difluoromethoxy)-11-(4-(dimethylphosphoryl)-2-fluorophenyl)-10-fluoro-6-(methyl-d3)-6,7-dihydro-7,14-methanobenzo[f]benzo[4,5]imidazo[1,2-a][1,4]diazocin-5(14H)-one FC(OC1=CC=CC=2C(N([C@H]3C=4N([C@@H](C21)C3)C3=C(N4)C=C(C(=C3)C3=C(C=C(C=C3)P(=O)(C)C)F)F)C([2H])([2H])[2H])=O)F